OC(C(=O)C1=CC=C(C=C1)OC1=CC=C(C=C1)C(C(C)(C)O)=O)(C)C 2-hydroxy-1-{4-[4-(2-hydroxy-2-methylpropanoyl)phenoxy]phenyl}-2-methylpropan-1-one